COC(=O)C1COCC1N1N=C(C=C1)\C=C\[N+](=O)[O-] (E)-4-(3-(2-nitrovinyl)-1H-pyrazol-1-yl)tetrahydrofuran-3-carboxylic acid methyl ester